BrC1=CC=C(CN2CCC(CC2)OC2=CC=C(C=C2)C(F)(F)F)C=C1 1-(4-bromobenzyl)-4-(4-(trifluoromethyl)phenoxy)piperidine